Fluoroacetylamino-D-glucopyranose FCC(=O)NC1(O)[C@H](O)[C@@H](O)[C@H](O)[C@H](O1)CO